COC1=C(CN2N=CC=3C2=NC(=CC3CO)N3[C@@H](COCC3)C)C=CC(=C1)OC (R)-(1-(2,4-dimethoxybenzyl)-6-(3-methylmorpholino)-1H-pyrazolo[3,4-b]pyridin-4-yl)methanol